trans-N-[3-(morpholin-4-yl)propyl]-4-{[(7-trifluoromethylquinolin-4-yl)amino]methyl}cyclohexane-1-carboxamide N1(CCOCC1)CCCNC(=O)[C@@H]1CC[C@H](CC1)CNC1=CC=NC2=CC(=CC=C12)C(F)(F)F